6-((3-(5-fluoropyridin-3-yl)-4-methylphenyl)carbamoyl)-6-azabicyclo[3.1.1]heptane-3-carboxylic acid FC=1C=C(C=NC1)C=1C=C(C=CC1C)NC(=O)N1C2CC(CC1C2)C(=O)O